ClC=1C2=C(C(N(N1)CC)=O)C=NC=C2 1-chloro-3-ethyl-pyrido[3,4-d]pyridazin-4-one